C(C)(C)(C)OC(=O)N1CCN(CC1)CCN1CC2(C1)CC=C(CC2)C2=CC=C(C=C2)Cl 2-(2-(4-(tert-butoxycarbonyl)piperazin-1-yl)ethyl)-7-(4-chlorophenyl)-2-azaspiro[3.5]non-6-en